1-[4-(cyanomethyl)-1-[[4-(4-methoxyphenyl)phenyl]methyl]-4-piperidyl]-3-(cyclopropanecarbonylamino)pyrazole-4-carboxamide C(#N)CC1(CCN(CC1)CC1=CC=C(C=C1)C1=CC=C(C=C1)OC)N1N=C(C(=C1)C(=O)N)NC(=O)C1CC1